N-(3-((5-fluoro-2-((4-(2-methoxyethoxy)phenyl)amino)pyrimidin-4-yl)amino)phenyl)piperidine-4-carboxamide tert-butyl-N-(3-methylpiperidin-4-yl)carbamate C(C)(C)(C)OC(NC1C(CNCC1)C)=O.FC=1C(=NC(=NC1)NC1=CC=C(C=C1)OCCOC)NC=1C=C(C=CC1)NC(=O)C1CCNCC1